ethyl (5S,7R)-7-hydroxy-5-phenyl-6,7-dihydro-5H-pyrrolo[1,2-b][1,2,4]triazole-2-carboxylate O[C@@H]1C[C@H](N2N=C(N=C21)C(=O)OCC)C2=CC=CC=C2